CCCCC/C=C\C/C=C\C/C=C\C/C=C\CCCCCC(=O)OC[C@H](COP(=O)(O)OC[C@H](CO)O)OC(=O)CCCC/C=C\C/C=C\C/C=C\C/C=C\CC 1-(7Z,10Z,13Z,16Z-docosatetraenoyl)-2-(6Z,9Z,12Z,15Z-octadecatetraenoyl)-glycero-3-phospho-(1'-sn-glycerol)